(S)-4-(4-acryloyl-2-methylpiperazin-1-yl)-6-cyclopropyl-1-(2-isopropyl-4-methylpyridine-3-yl)-7-(pyridin-3-yl)pyrido[2,3-d]pyrimidin-2(1H)-one C(C=C)(=O)N1C[C@@H](N(CC1)C=1C2=C(N(C(N1)=O)C=1C(=NC=CC1C)C(C)C)N=C(C(=C2)C2CC2)C=2C=NC=CC2)C